N-(2-Chloro-6-(4-chloro-3-fluorophenoxy)pyridin-4-yl)-5-(2-(methylsulfonyl)propan-2-yl)benzo[b]thiophen-2-carboxamid ClC1=NC(=CC(=C1)NC(=O)C1=CC2=C(S1)C=CC(=C2)C(C)(C)S(=O)(=O)C)OC2=CC(=C(C=C2)Cl)F